mono-oleyl glyceryl ether C(C(O)CO)OCCCCCCCC\C=C/CCCCCCCC